2-(1-propenyl)pyridine C(=CC)C1=NC=CC=C1